C(C)NC=1C=C(C=C2C3=C(NC12)N=CC(=C3N3CCOCC3)C=3C=C1C(C(=CN(C1=NC3)C3CNCC3)C(=O)O)=O)F 6-[8-(ethylamino)-6-fluoro-4-morpholino-9H-pyrido[2,3-b]indol-3-yl]-4-oxo-1-pyrrolidin-3-yl-1,8-naphthyridine-3-carboxylic acid